Fluoroacrylate C=CC(=O)OF